BrC1=C(C=C(OCC2COC2)C=C1)OC 3-((4-bromo-3-methoxyphenoxy)methyl)oxetane